Methyl (3R,3aR,8bR)-8b-hydroxy-6,8-dimethoxy-3a-(4-methoxyphenyl)-3-phenyl-1-(tosyloxy)-3a,8b-dihydro-3H-cyclopenta[b]benzofuran-2-carboxylate O[C@@]12[C@@](OC3=C1C(=CC(=C3)OC)OC)([C@@H](C(=C2OS(=O)(=O)C2=CC=C(C)C=C2)C(=O)OC)C2=CC=CC=C2)C2=CC=C(C=C2)OC